C(C)(C)[Si](C(C)C)(C(C)C)C#CC1=CSC=2C1=C(C1=CN(N=C1C2)COCC[Si](C)(C)C)O 5-((triisopropylsilyl)ethynyl)-2-((2-(trimethylsilyl)ethoxy)methyl)-2H-thieno[3,2-f]indazol-4-ol